COC1=CC=C(C=C1)/C=C/C[C@@]1(C(OCCC1)=O)C(=O)OCC Ethyl (R,E)-3-(3-(4-methoxyphenyl)allyl)-2-oxotetrahydro-2H-pyran-3-carboxylate